O[C@@H]1[C@@H](O[C@H]([C@H]([C@H]1O)O)C)ONC(C=C)=O N-(((2S,3S,4R,5S,6S)-3,4,5-trihydroxy-6-methyltetrahydro-2H-pyran-2-yl)oxy)acrylamide